diethanol-glycine sodium salt [Na+].NCC(=O)[O-].C(C)O.C(C)O